(1R,1''S,2R,2''S)-6'-methoxy-5,5''-dimethyl-2,2''-di(prop-1-ene-2-yl)-1,1'',2,2'',3,3'',4,4''-octahydro-[1,1':3',1''-terphenyl]-2',4'-diol COC=1C=C(C(=C(C1[C@H]1[C@@H](CCC(=C1)C)C(=C)C)O)[C@@H]1[C@H](CCC(=C1)C)C(=C)C)O